5,7-dibromoisoquinolin-3-amine BrC1=C2C=C(N=CC2=CC(=C1)Br)N